FC1=C(C(=CC=C1)F)C1=CC=C(N(N1)NC1=NC=C(C(=C1)F)N1CCOCC1)C(=O)[O-] 6-(2,6-difluorophenyl)-2-((4-fluoro-5-morpholinopyridin-2-yl)amino)pyridazine-3-carboxylate